ClC1=C(C(=CC(=C1)C#N)Cl)NC=1N(C2=NC(=NC=C2N1)N[C@H]1CN(CCC1)S(=O)(=O)C)C1CCC(CC1)C(=O)N (1S,4s)-4-(8-(2,6-dichloro-4-cyanophenylamino)-2-((R)-1-(methylsulfonyl)piperidin-3-ylamino)-9H-purin-9-yl)cyclohexanecarboxamide